C(C)OC(C(CCCBr)(C)C)=O 5-bromo-2,2-dimethyl-pentanoic acid ethyl ester